ClC1=CC=C(C=C1)C=1C=NN(C1C1=C(C=CC=C1)C(F)(F)F)C1=CC=C(C(=O)NCCN(C)C)C=C1 4-(4-(4-chlorophenyl)-5-[2-(trifluoromethyl)phenyl]pyrazol-1-yl)-N-[2-(dimethylamino)ethyl]-benzamide